(R)-N-(pyrrolidin-3-yl)acetamide dihydrochloride Cl.Cl.N1C[C@@H](CC1)NC(C)=O